C(C)OC(=O)N[C@H](CC1=CN(C2=CC=CC=C12)C)C(=O)O Nα-(ethoxycarbonyl)-1-methyl-D-tryptophan